ClC=1C=C(OCC(=O)N(C)CCF)C=C(C1CC1=CC(=C(C=C1)O)C(C)C)Cl 2-(3,5-Dichloro-4-(4-hydroxy-3-isopropylbenzyl)phenoxy)-N-(2-fluoroethyl)-N-methylacetamide